5-HYDROXY-7-OXABICYCLO[2.2.1]HEPTAN-2-CARBOXAMID OC1C2CC(C(C1)O2)C(=O)N